O=C1NC(CCC1N1C(C2=CC=C(C=C2C1=O)OCC(=O)N)=O)=O 2-((2-(2,6-dioxopiperidin-3-yl)-1,3-dioxoisoindolin-5-yl)oxy)acetamide